C(C=C)(=O)OC(CC)OC(C=C)=O propanediol diacrylate